1-Tert-butyl N-[1-[[2-(2,6-dioxo-3-piperidyl)-1,3-dioxo-isoindolin-4-yl] methyl]-4-piperidyl]-N-methyl-carbamate O=C1NC(CCC1N1C(C2=CC=CC(=C2C1=O)CN1CCC(CC1)N(C(OC(C)(C)C)=O)C)=O)=O